C(C=C)(=O)N1C[C@@H](N(C[C@H]1C)C1=NC(N2C3=C(C(=C(C=C13)Cl)C1=C(C=CC(=C1)Cl)F)OC[C@H]2CN2CCOCC2)=O)C (3R)-7-((2S,5R)-4-acryloyl-2,5-dimethylpiperazin-1-yl)-9-chloro-10-(5-chloro-2-fluorophenyl)-3-(morpholinomethyl)-2,3-dihydro-5H-[1,4]oxazino[2,3,4-ij]quinazolin-5-one